2-Amino-N-{1-[8-chloro-5-(5-methoxypyridin-3-yl)imidazo[1,5-a]pyridin-6-yl]ethyl}pyrazolo[1,5-a]pyrimidine-3-carboxamide NC1=NN2C(N=CC=C2)=C1C(=O)NC(C)C=1C=C(C=2N(C1C=1C=NC=C(C1)OC)C=NC2)Cl